C(#N)C(C)(C)C1=CC(=NC=C1)NC(C1=CC(=C(C=C1)C)C=1C=NC2=CC(=NC=C2C1)NC)=O N-(4-(2-cyanopropan-2-yl)pyridin-2-yl)-4-methyl-3-(7-(methylamino)-1,6-naphthyridin-3-yl)benzamide